FC1=CC=C(C=C1)[C@H]1C(C[C@@H](C(N1)=O)C1=CC=CC=C1)(C)C Trans-6-(4-fluorophenyl)-5,5-dimethyl-3-phenylpiperidin-2-one